NC1=NC=NN2C1=C(C=C2C2CCN(CC2)C(C(C)C)=O)C2=C(C=C(C=C2)NC(=O)C=2C(N(N1C2COCC1)C1=NC=CC=C1)=O)F N-(4-(4-amino-7-(1-isobutyrylpiperidin-4-yl)pyrrolo[2,1-f][1,2,4]triazin-5-yl)-3-fluorophenyl)-2-oxo-1-(pyridin-2-yl)-2,4,6,7-tetrahydro-1H-pyrazolo[5,1-c][1,4]oxazine-3-carboxamide